2-((3-(amino-methyl)-1-(2,5,8,11,14,17,20,23,26,29,32,35-dodecaoxaoctatriacontan-38-oyl)azetidin-3-yl)oxy)acetic acid NCC1(CN(C1)C(CCOCCOCCOCCOCCOCCOCCOCCOCCOCCOCCOCCOC)=O)OCC(=O)O